6,6-dimethyl-2-octenoic acid CC(CCC=CC(=O)O)(CC)C